C(CO)[NH3+].[N+](=O)([O-])[O-] The molecule is an organoammonium salt resulting from the mixing of equimolar amounts of nitric acid and ethanolamine. It has a role as a protic solvent. It is an organoammonium salt and an ionic liquid. It contains a nitrate.